rac-5-{2-[(2R,5S)-5-Methyl-2-(8-methylquinolin-3-yl)piperidin-1-yl]-2-oxoacetamido}pyridine-3-carboxamide C[C@H]1CC[C@@H](N(C1)C(C(=O)NC=1C=C(C=NC1)C(=O)N)=O)C=1C=NC2=C(C=CC=C2C1)C |r|